n-nonylamine C(CCCCCCCC)N